ClC=1C=C(C=C(C1)S(=O)(=O)C)NC(C1=CC(=CC=C1)N1N=C(C=C1)CO)=O N-(3-chloro-5-(methylsulfonyl)phenyl)-3-(3-(hydroxymethyl)-1H-pyrazol-1-yl)benzamide